(3-methyl-5,6,7,8-tetrahydro-1,7-naphthyridin-2-yl)acrylamide TFA salt OC(=O)C(F)(F)F.CC=1C(=NC=2CNCCC2C1)C(C(=O)N)=C